ClC=1C=C(C=CC1)C[C@@H](C(=O)O)N(C)C(=O)OCC1C2=CC=CC=C2C=2C=CC=CC12 (2S)-3-(3-chlorophenyl)-2-[9H-fluoren-9-ylmethoxycarbonyl-(methyl)amino]propanoic acid